N-butyl-N-methyl-pyrrolidinium bis(trifluoromethylsulfonyl)imide [N-](S(=O)(=O)C(F)(F)F)S(=O)(=O)C(F)(F)F.C(CCC)[N+]1(CCCC1)C